FC=1C=C(CC=2C=NN(C2)C(=O)N[C@@H]2C(N(C3=C(OC2)C=CC(=C3)OCC(C3=NC=CC=C3)=O)C)=O)C=CC1 (S)-4-(3-fluorobenzyl)-N-(5-methyl-4-oxo-7-(2-oxo-2-(pyridin-2-yl)ethoxy)-2,3,4,5-tetrahydrobenzo[b][1,4]oxazepin-3-yl)-1H-pyrazole-1-carboxamide